N-((5-(5-amino-7-(((3S,4R)-3-fluoro-1-methylpiperidin-4-yl)amino)-3-(2,2,2-trifluoroethyl)-2H-indazol-2-yl)-1,3,4-thiadiazol-2-yl)methyl)cyclopropanecarboxamide NC1=CC2=C(N(N=C2C(=C1)N[C@H]1[C@H](CN(CC1)C)F)C1=NN=C(S1)CNC(=O)C1CC1)CC(F)(F)F